C1(CC1)[C@@H](C(F)(F)F)NC(=O)C1=CN(C2=NC(=C(C=C2C1=O)F)N1C[C@H]([C@@H](C1)O)O)C1=C(C=C(C=C1C)F)C N-[(1S)-1-cyclopropyl-2,2,2-trifluoroethyl]-7-[(3R,4R)-3,4-dihydroxypyrrolidin-1-yl]-6-fluoro-1-(4-fluoro-2,6-dimethylphenyl)-4-oxo-1,4-dihydro-1,8-naphthyridine-3-carboxamide